FC(S(=O)(=O)C=1C=C(C=CC1)C[C@H]1CC2(CN(C2)C(=O)OC(C)(C)C)CC1)(F)F tert-butyl (6S)-6-[[3-(trifluoromethylsulfonyl)phenyl]methyl]-2-azaspiro[3.4]octane-2-carboxylate